2-(4-methylphenyl)-4-(diphenylphosphinoyl)-4H-chromene CC1=CC=C(C=C1)C=1OC2=CC=CC=C2C(C1)P(=O)(C1=CC=CC=C1)C1=CC=CC=C1